FC=1C(=C(C=CC1)NC(=S)N)OC 1-(3-fluoro-2-methoxyphenyl)thiourea